ClC1=C2C(=CNC2=C(C=C1)N1CC(CCC1)=O)C#N 4-chloro-7-(3-oxopiperidin-1-yl)-1H-indole-3-carbonitrile